benzenesulfonamide 2,2,2-trifluoroacetate FC(C(=O)O)(F)F.C1(=CC=CC=C1)S(=O)(=O)N